C(CCCCC)C(C(=O)[O-])(C(=O)[O-])CCCCCC.[K+].[Na+] sodium potassium 2,2-dihexylmalonate